C1(CCCCC1)S(=O)(=O)NC=1C=NC2=CC(=CC(=C2C1NC=1C=C(C(=O)O)C=C(C1)OC1=CC(=CC(=C1)F)F)F)C=1C(=NC(=NC1)OC)OC 3-((3-(N-cyclohexylsulfonylamino)-7-(2,4-dimethoxypyrimidin-5-yl)-5-fluoroquinolin-4-yl)amino)-5-(3,5-difluorophenoxy)benzoic acid